CN(C(=O)C1=CN2C=3C=CC=CC3SC2=N1)C=1C=NC=CC1 N-methyl-N-(pyridin-3-yl)-7-thia-2,5-diazatricyclo[6.4.0.02,6]dodeca-1(8),3,5,9,11-pentaene-4-carboxamide